C(C)(C)(C)N1C=CC2=CC=C(C=C12)N1C(NC(C(C1)F)=O)=O tert-butyl-6-(5-fluoro-2,4-dioxotetrahydropyrimidin-1(2H)-yl)-1H-indole